IC=1C(=C(C(=CC1)S(=O)(=O)CC[Si](C)(C)C)S(=O)(=O)N(CC1=CC=C(C=C1)OC)CC1=CC=C(C=C1)OC)C=1N=NN(N1)CC1=CC=C(C=C1)OC 3-iodo-N,N-bis(4-methoxybenzyl)-2-(2-(4-methoxybenzyl)-2H-tetrazol-5-yl)-6-((2-(trimethylsilyl)ethyl)sulfonyl)benzenesulfonamide